2-propylheptanyl valerate C(CCCC)(=O)OCC(CCCCC)CCC